(5-(2-cyclopropylphenyl)-3-hydroxy-2,3-dihydrospiro[indene-1,3'-pyrrolidine]-1'-yl-3-d)(5-fluoropyridin-2-yl)methanone C1(CC1)C1=C(C=CC=C1)C=1C=C2C(CC3(CN(CC3)C(=O)C3=NC=C(C=C3)F)C2=CC1)([2H])O